1-(1H-indol-5-yl)-5-methyl-1H-pyrazole-3-carboxamide N1C=CC2=CC(=CC=C12)N1N=C(C=C1C)C(=O)N